C(#N)C[C@H]1CNCC[C@@H]1NC(OCC1=CC=CC=C1)=O benzyl ((3S,4S)-3-(cyanomethyl)piperidin-4-yl)carbamate